5-fluoro-N-(2-((S)-1-methylpyrrolidin-2-yl)ethyl)-3-oxo-6-((R)-3-(pyrazin-2-yl)pyrrolidin-1-yl)-3H-benzo[b]pyrido[3,2,1-kl]phenoxazine-2-carboxamide FC=1C(=C2OC=3C=C4C(=CC3N3C2=C(C1)C(C(=C3)C(=O)NCC[C@H]3N(CCC3)C)=O)C=CC=C4)N4C[C@@H](CC4)C4=NC=CN=C4